Galactosyl-pentadecene C1([C@H](O)[C@@H](O)[C@@H](O)[C@H](O1)CO)C=CCCCCCCCCCCCCC